[N+](=O)([O-])OC(CCCC(=O)OCCCO[N+](=O)[O-])C 3-nitro-oxy-propyl 5-nitro-oxy-hexanoate